C(CCC)C(CCC)CC Butyl-ethyl-butane